C(C)OC(C[C@@H](C=1C=C(C=C(C1)OC)C1=C(C=CC=C1C)C)NC(=O)NC=1C(N(C=CC1O)C)=O)=O (S)-3-(3-(4-hydroxy-1-methyl-2-oxo-1,2-dihydropyridin-3-yl)ureido)-3-(5-methoxy-2',6'-dimethylbiphenyl-3-yl)propionic acid ethyl ester